(4-fluoro-2-methoxy-phenoxy)-N-(2-methylsulfonyl-4-pyridinyl)-6-(trifluoromethyl)pyridazine-4-carboxamide FC1=CC(=C(OC=2N=NC(=CC2C(=O)NC2=CC(=NC=C2)S(=O)(=O)C)C(F)(F)F)C=C1)OC